BrC=1N=C(N2C1C=NC=C2)C(C)C 1-bromo-3-isopropylimidazo[1,5-a]pyrazine